CC1(CCN(CC1)CCN)C 2-(4,4-dimethylpiperidin-1-yl)ethan-1-amine